Cl.Cl.NCC=1C=C(CNC(C)=N)C=CC1 N-[3-(aminomethyl)benzyl]acetamidine dihydrochloride